FC1=C2C(C=C(NC2=CC(=C1C#CC1=CC(=NC=C1)C)F)C=1C=C(C#N)C=CC1S(=O)(=O)C)=O 3-(5,7-Difluoro-6-((2-methylpyridin-4-yl)ethynyl)-4-oxo-1,4-dihydroquinolin-2-yl)-4-(methylsulfonyl)benzonitrile